4-((3-((3aS,7aS)-2-acryloyloctahydro-5H-pyrrolo[3,4-c]pyridin-5-yl)-2-methoxyphenyl)amino)-6-(cyclopropanecarboxamido)-N-(methyl-d3)pyridazine-3-carboxamide C(C=C)(=O)N1C[C@@H]2CN(CC[C@@H]2C1)C=1C(=C(C=CC1)NC1=C(N=NC(=C1)NC(=O)C1CC1)C(=O)NC([2H])([2H])[2H])OC